C(C)N1N=C(C=C1S(=O)(=O)N1CCN(CC1)C(COC=1C=CC=C2C(=NN(C12)C)C1C(NC(CC1)=O)=O)=O)C 3-(7-(2-(4-((1-ethyl-3-methyl-1H-pyrazol-5-yl)sulfonyl)piperazin-1-yl)-2-oxo-ethoxy)-1-methyl-1H-indazol-3-yl)piperidine-2,6-dione